NC=1C(=NC(=C(N1)C(=O)NCC(=O)O)N)C(=O)NCC(=O)O 2,2'-((3,6-diaminopyrazine-2,5-dicarbonyl)bis(azanediyl))diacetic acid